CSC1=C(C=C(C=N1)C(=O)OC)[N+](=O)[O-] methyl 6-(methylthio)-5-nitropyridine-3-carboxylate